O1C2=C(OCC1C=1N[C@@H]([C@H](N1)[2H])[2H])C=CC(=C2)[2H] (4R,5R)-2-(2,3-dihydrobenzo[b][1,4]dioxin-2-yl-7-d)-4,5-dihydro-1H-imidazole-4,5-d2